tert-butyl N-[2-[4-[6-(dimethylamino)pyridin-3-yl]phenyl]-1,3-benzothiazol-6-yl]-N-[2-[2-[2-[2-[2-(2-iodo-ethoxy)ethoxy]ethoxy]ethoxy]ethoxy]ethyl]carbamate CN(C1=CC=C(C=N1)C1=CC=C(C=C1)C=1SC2=C(N1)C=CC(=C2)N(C(OC(C)(C)C)=O)CCOCCOCCOCCOCCOCCI)C